CN(C(C(=C)C1=CC=CC=C1)=O)C N,N-dimethylbenzenylacrylamide